cyclopropane-1-carbonitrile trifluoroacetate FC(C(=O)O)(F)F.C1(CC1)C#N